(R)-3-(4-(pyrrolidin-1-yl)phenyl)pyrrolidine-1-carboxylic acid tert-butyl ester C(C)(C)(C)OC(=O)N1C[C@H](CC1)C1=CC=C(C=C1)N1CCCC1